C(C)(C)(C)OC(=O)N1C(C(C(C1)(F)F)N)CC1=CC(=CC=C1)Br 3-amino-2-(3-bromo-benzyl)-4,4-difluoropyrrolidine-1-carboxylic acid tert-butyl ester